NC1=NC(=C(C=C1C=1C=C2C(=CNC(C2=CC1)=O)C)C1=CC(=CC=C1)CN(C)C)F 6-(2-amino-5-(3-((dimethylamino)methyl)phenyl)-6-fluoropyridin-3-yl)-4-methylisoquinolin-1(2H)-one